4-((1-(4-(2-(2-Aminopyridin-3-yl)-5-(5-isopropoxypyridin-2-yl)-3H-imidazo[4,5-b]pyridin-3-yl)benzyl)piperidin-4-yl)amino)pyrimidine-2-carbonitrile NC1=NC=CC=C1C1=NC=2C(=NC(=CC2)C2=NC=C(C=C2)OC(C)C)N1C1=CC=C(CN2CCC(CC2)NC2=NC(=NC=C2)C#N)C=C1